O[C@H]1CC(N(C1)CCOC)=O (4S)-4-hydroxy-1-(2-methoxyethyl)pyrrolidin-2-one